ClC1=CC=C(C=C1)C=1C=CC2=C(OC3=C2C=CC=C3)C1 3-(4-chlorophenyl)dibenzo[b,d]furan